(3r,4s,5r)-3,4-bis(benzyloxy)-5-((benzyloxy)methyl)-5-(fluoromethyl)dihydrofuran-2(3H)-one C(C1=CC=CC=C1)O[C@H]1C(O[C@]([C@H]1OCC1=CC=CC=C1)(CF)COCC1=CC=CC=C1)=O